ClC1=C(C(=CC(=N1)N(CC1=CC=C(C=C1)OC)CC1=CC=C(C=C1)OC)CC)I 6-chloro-4-ethyl-5-iodo-N,N-bis[(4-methoxyphenyl)methyl]Pyridin-2-amine